5-cyano-2-(2,6-dichloropyridin-4-yl)benzoic acid C(#N)C=1C=CC(=C(C(=O)O)C1)C1=CC(=NC(=C1)Cl)Cl